N1N=CC(=C1)C1=CC=C(C=C1)C1=CN=C2N1N=CC=C2 3-(4-(1H-pyrazol-4-yl)phenyl)imidazo[1,2-b]pyridazine